C[C@](C#C)(CC)O (R)-3-methylpent-1-yn-3-ol